ClC1=NC(N(C2=CC(=CC=C12)Cl)CC=1N=CN(C1)COCC[Si](C)(C)C)=O 4,7-dichloro-1-((1-((2-(trimethylsilyl)ethoxy)methyl)-1H-imidazol-4-yl)methyl)quinazolin-2(1H)-one